N1=CC=CC2=CC=CC(=C12)CN1N(C2N(CC1)CCNC2)C(=O)N (Quinoline-8-ylmethyl)Hexahydro-2H-pyrazino[2,1-c][1,2,4]triazine-1(6H)-carboxamide